C(C)(C)(C)OC(=O)N1[C@H](CNCC1)C.SCCCCCCC1=CC=CC=C1 1-mercapto-6-phenyl-hexane Tert-butyl-(2S)-2-methylpiperazine-1-carboxylate